BrC1=C2C(=NN(C2=CC(=C1C(O)C1=C(C=CC(=C1)F)Cl)[N+](=O)[O-])CC(F)F)F (4-bromo-1-(2,2-difluoroethyl)-3-fluoro-6-nitro-1H-indazol-5-yl)(2-chloro-5-fluorophenyl)methanol